rel-(2S,6R)-4-(3-(5-(difluoromethyl)-1,3,4-thiadiazol-2-yl)-6-(N-(1-methylcyclopropyl)sulfamoyl)imidazo[1,5-a]pyridin-8-yl)-6-methylmorpholine-2-carboxamide FC(C1=NN=C(S1)C1=NC=C2N1C=C(C=C2N2C[C@H](O[C@@H](C2)C)C(=O)N)S(NC2(CC2)C)(=O)=O)F |o1:18,20|